2-((1-(2-(4-fluorophenyl)-3,7-dimethyl-4-oxo-4H-pyrido[1,2-a]pyrimidin-9-yl)ethyl)amino)benzoic acid FC1=CC=C(C=C1)C=1N=C2N(C(C1C)=O)C=C(C=C2C(C)NC2=C(C(=O)O)C=CC=C2)C